2,2,2-trifluoro-N-methylethan-1-amine hydrochloride Cl.FC(CNC)(F)F